NC(C[C@H](C(=O)NCCN(C(OC1=CC=C(C=C1)COC(N(C)CC1=CC=C(C=C1)Br)=O)=O)C)NC(CCCCCCC)=O)=O 4-((((4-bromobenzyl)(methyl)carbamoyl)oxy)methyl)phenyl (R)-(2-(4-amino-2-octanamido-4-oxobutanamido)ethyl)(methyl)carbamate